FC=1C=C(NNC(C)C2=CC=CC=C2)C=CC1 3-fluoro-N-[(E)-1-phenylethylamino]aniline